(carbazolyl)(triphenyleneyl)dibenzofuran C1(=CC=CC=2C3=CC=CC=C3NC12)C1=C(C2=C(OC3=C2C=CC=C3)C=C1)C1=CC=CC=3C2=CC=CC=C2C2=CC=CC=C2C13